2,2-Bis-[2,2-bis(2-bromoisobutyryloxymethyl)propionyloxymethyl]propionic acid, 2-(allyloxy)ethyl ester BrC(C(=O)OCC(C(=O)OCC(C(=O)OCCOCC=C)(C)COC(C(C)(COC(C(C)(C)Br)=O)COC(C(C)(C)Br)=O)=O)(C)COC(C(C)(C)Br)=O)(C)C